CN1N=C(C(=C1)C1=CC=2C3=C(C=NC2C=C1OC)NC(N3C3=C(C=NC=C3OC)F)=O)C 8-(1,3-Dimethyl-1H-pyrazol-4-yl)-1-(3-fluoro-5-methoxy-pyridin-4-yl)-7-methoxy-1,3-dihydroimidazo[4,5-c]-quinolin-2-one